CC(C)(OC1=NC(=NC(=C1C(F)(F)F)OC(C)(C)C)C=1C=CC(=NC1)C(F)(F)F)C 4,6-bis(1,1-dimethylethoxy)-5-trifluoromethyl-2-(2-trifluoromethyl-5-pyridyl)pyrimidine